(2R,3R,11bR)-3-(tert-butoxy)-9-(3,3-difluorocyclobutoxy)-10-methoxy-1,3,4,6,7,11b-hexahydro-2H-pyrido[2,1-a]isoquinolin-2-ol C(C)(C)(C)O[C@H]1[C@@H](C[C@H]2N(CCC3=CC(=C(C=C23)OC)OC2CC(C2)(F)F)C1)O